BrC1=CC=C(\C=C/2\C(NC3=C(S2)C=CC(=C3)S(=O)(=O)CC3=C(C=CC=C3Br)Br)=O)C=C1 (Z)-2-(4-bromobenzylidene)-6-((2,6-dibromobenzyl)sulfonyl)-2H-benzo[b][1,4]thiazin-3(4H)-one